C(#C)C=1SC=C(N1)NC(=O)N[C@@H](CO)C1=CC=C(C=C1)N1CCOCC1 (R)-1-(2-Ethynylthiazol-4-yl)-3-(2-hydroxy-1-(4-morpholinophenyl)ethyl)urea